(S)-2-(5-bromo-2-(3-(3-chloropyridin-2-yloxy)pyrrolidin-1-yl)phenyl)acetaldehyde BrC=1C=CC(=C(C1)CC=O)N1C[C@H](CC1)OC1=NC=CC=C1Cl